C(C)(=O)N1C[C@@H](N(CC1)C1=NC(=NC2=CC=C(C=C12)C=1C(=NOC1C)C)N1CCC2(CCC(N2C)=O)CC1)C1=CC=CC=C1 (S)-8-(4-(4-acetyl-2-phenylpiperazin-1-yl)-6-(3,5-dimethylisoxazole-4-Yl)quinazolin-2-yl)-1-methyl-1,8-diazaspiro[4.5]Decan-2-one